2,2'-(diazene-1,2-diyl)bis(2,4-dimethylpentanenitrile) N(=NC(C#N)(CC(C)C)C)C(C#N)(CC(C)C)C